CN[C@@H](COCC1=CC=CC=C1)C(=O)O methyl-O-benzyl-L-serine